FC1(CCN(CC1)NC(=O)C=1C=NN2C1N=C(C=C2NC)NC2=CC(=CC=1OCCOC12)F)F N-(4,4-difluoropiperidin-1-yl)-5-((7-fluoro-2,3-dihydrobenzo[b][1,4]dioxin-5-yl)amino)-7-(methylamino)pyrazolo[1,5-a]pyrimidine-3-carboxamide